C(C)(C)(C)OC(CC[C@H](NC(=O)OCC1C2=CC=CC=C2C2=CC=CC=C12)C(=O)O)=O N-Fmoc-L-glutamic acid 5-tert-butyl ester